C1(CC1)S(=O)(=O)NC=1SC=C(N1)C(C(=O)NC1=CC(=C(C=C1)C1=NC=CN=C1)OC)(C)C 2-(2-(cyclopropanesulfonylamino)thiazol-4-yl)-N-(3-methoxy-4-(pyrazin-2-yl)phenyl)-2-methylpropanamide